C1(CCCC1)N1C(N(C=2C=NC(=CC21)NC2=C(C=C(C=C2)OC(F)F)C)C)=O 1-Cyclopentyl-6-((4-(difluoromethoxy)-2-methylphenyl)amino)-3-methyl-1,3-dihydro-2H-imidazo[4,5-c]pyridin-2-one